C1(=CC=CC=C1)C1=CC(NC1C1=CC=CC=C1)=O 4,5-diphenyl-3-azolin-2-one